1-(8-acetyl-6-methyl-4-oxo-chromen-2-yl)-N-methyl-piperidine-4-carboxamide C(C)(=O)C=1C=C(C=C2C(C=C(OC12)N1CCC(CC1)C(=O)NC)=O)C